COC1=C(C=CC(=C1)/C=N/N(C)C1=NS(C2=C1C=CC=C2OC)(=O)=O)O 2-methoxy-4-[(E)-[(7-methoxy-1,1-dioxo-1,2-benzothiazol-3-yl)-methyl-hydrazono]methyl]phenol